(3-fluorobicyclo[1.1.1]pentan-1-yl)methane-d2-amine FC12CC(C1)(C2)C(N)([2H])[2H]